Cl.N[C@@H]1[C@@H](C[C@@H]([C@H]1I)OCC1=CC=CC=C1)O (1R,2R,3S,4S)-2-amino-4-(benzyloxy)-3-iodocyclopentan-1-ol hydrochloride